CN1N=C(C2=NC=C(C=C21)C2CCNCC2)N2C(NC(CC2)=O)=O 1-(1-methyl-6-(piperidin-4-yl)-1H-pyrazolo[4,3-b]pyridin-3-yl)-dihydropyrimidine-2,4(1H,3H)-dione